4-(6-amino-5-(4-(2-oxopyrrolidin-1-yl)phenyl)pyridin-3-yl)-1,6-dimethyl-1,6-dihydro-7H-pyrazolo[3,4-c]pyridin-7-one NC1=C(C=C(C=N1)C=1C2=C(C(N(C1)C)=O)N(N=C2)C)C2=CC=C(C=C2)N2C(CCC2)=O